BrC1=C2C(=NC=C1)NN=C2F 4-bromo-3-fluoro-1H-pyrazolo[3,4-b]Pyridine